hydroxylamine, hydrochloride Cl.NO